3-[(tert-butoxycarbonylamino)methyl]-1-(2-trimethylsilylethoxymethyl)pyrazolo[3,4-b]pyridine-4-carboxylic acid ethyl ester C(C)OC(=O)C=1C2=C(N=CC1)N(N=C2CNC(=O)OC(C)(C)C)COCC[Si](C)(C)C